5-(2,5-dimethyl-1H-pyrrol-1-yl)-2-methylthiazole-4-carboxylic acid ethyl ester C(C)OC(=O)C=1N=C(SC1N1C(=CC=C1C)C)C